C(N)(=O)C=1C(=NN2C1N=CC=C2C(=O)OCC)C ethyl 3-carbamoyl-2-methyl-pyrazolo[1,5-a]pyrimidine-7-carboxylate